N=S1(CCCC1)=O 1-iminotetrahydro-1H-1lambda6-thiophene 1-oxide